tert-Butyl 4-{3-(Cyanomethyl)-3-[4-(7-{[2-(trimethylsilyl) ethoxy]methyl}-7H-pyrrolo[2,3-d]pyrimidin-4-yl)-1H-pyrazol-1-yl]azetidin-1-yl}piperidine-1-carboxylate C(#N)CC1(CN(C1)C1CCN(CC1)C(=O)OC(C)(C)C)N1N=CC(=C1)C=1C2=C(N=CN1)N(C=C2)COCC[Si](C)(C)C